CN1C(=NC=C1S(=O)(=O)Cl)C 1,2-dimethylimidazole-5-sulfonyl chloride